n-methyl-2-(pyridin-4-yl)-N-(1,1,1-trifluoropropan-2-yl)pyrido[3,4-d]pyrimidin-4-amine CN(C=1C2=C(N=C(N1)C1=CC=NC=C1)C=NC=C2)C(C(F)(F)F)C